ClC1=CC=CC2=C1OCCN2C(=O)[C@H]2NC([C@@H]1[C@H]2OC(O1)(C)C)=O (3as,6s,6as)-6-(8-chloro-3,4-dihydro-2H-benzo[b][1,4]oxazine-4-carbonyl)-2,2-dimethyltetrahydro-4H-[1,3]dioxolo[4,5-c]pyrrol-4-one